N-(3-(2-((2-methoxy-6-(piperidin-4-ylamino)pyridin-3-yl)amino)quinazolin-8-yl)phenyl)acrylamide COC1=NC(=CC=C1NC1=NC2=C(C=CC=C2C=N1)C=1C=C(C=CC1)NC(C=C)=O)NC1CCNCC1